C1NCC2=CC(=CC=C12)C(=O)N1CCC2=NC(=CC=C21)S(=O)(=O)Cl 1-(isoindoline-5-carbonyl)-2,3-dihydro-1H-pyrrolo[3,2-b]pyridine-5-sulfonyl chloride